N1(CCCC2=CC=CC=C12)C(C(=O)N[C@H](C(=O)N[C@@H](C[C@H]1C(NCC1)=O)C(COC1=C(C(=CC(=C1F)F)F)F)=O)CC(C)C)=O (S)-2-(2-(3,4-dihydroquinolin-1(2H)-yl)-2-oxoacetamido)-4-methyl-N-((S)-3-oxo-1-((S)-2-oxopyrrolidin-3-yl)-4-(2,3,5,6-tetrafluorophenoxy)butan-2-yl)pentanamide